COC(C1=CC=C(C=C1)C(F)(F)F)OC 1-(dimethoxymethyl)-4-trifluoromethylbenzene